O=C1C(=C2N(C=3N1N=C(N3)C3=CC=CC=C3)[C@H](CC2)C(=O)NC2=CC=C(C=C2)C(F)(F)F)N2CCNCC2 |r| rac-5-oxo-2-phenyl-6-(piperazin-1-yl)-N-(4-(trifluoromethyl)phenyl)-5,7,8,9-tetrahydropyrrolo[1,2-c][1,2,4]triazolo[1,5-a]pyrimidine-9-carboxamide